N1N=CC2=CC(=CC=C12)C#CC1=NC(=NC=C1)C1=NC(=NC=C1)NCC1=NC=C(C=C1)Cl ((1H-indazol-5-yl)ethynyl)-N-((5-chloropyridin-2-yl)methyl)-[2,4'-bipyrimidin]-2'-amine